(3aR,3bR,6S,6aS,7aR)-6-hydroxy-2,2-dimethyltetrahydro-2H-furo[2',3':4,5]furo[2,3-d][1,3]dioxole-5(3bH)-one O[C@@H]1C(O[C@@H]2[C@H]1O[C@@H]1OC(O[C@@H]12)(C)C)=O